O=C1NC(CCC1C1=CC=C(C=C1)C1CCN(CC1)CCN(C)CC=1C=C2C(=NC=NN2C1)C1=CC(=C(C=C1)CNC(OC(C)(C)C)=O)C)=O tert-butyl N-[[4-[6-[[2-[4-[4-(2,6-dioxo-3-piperidyl)phenyl]-1-piperidyl]ethyl-methyl-amino]methyl]pyrrolo[2,1-f][1,2,4]triazin-4-yl]-2-methyl-phenyl]methyl]carbamate